[K].C1CCC2=C(C=3CCCC3C=C12)NC(=O)NS(=O)(=O)CC1N(CCCC1)C(C)C N-((1,2,3,5,6,7-Hexahydro-s-indacen-4-yl)carbamoyl)-1-(1-isopropylpiperidin-2-yl)methanesulfonamide, Potassium Salt